ClC=1C=C(C(=NC1)OC=1C=CC=2N(C1)N=C(N2)C(=O)N[C@@H]2[C@H](C(CCC2)(F)F)O)OCC(F)(F)F 6-[[5-chloro-3-(2,2,2-trifluoroethoxy)-2-pyridyl]oxy]-N-[(1S,2R)-3,3-difluoro-2-hydroxy-cyclohexyl]-[1,2,4]triazolo[1,5-a]pyridine-2-carboxamide